CCCCCCCCCCCCCCCCCCCCCCCCCCCCCCCCCCCCCCCCCC dotetracontane